C=C[C@@](O)(C)CCC=C(C)C (R)-Linalool